C(#N)C=1C=C(C=CC1)C1=C(C2=C(C(=N1)C=1C=C3CCN(CC3=CC1)C(=O)OC(C)(C)C)C=CS2)C2=C(C=C(C=C2)F)OCCOC tert-butyl 6-[6-(3-cyanophenyl)-7-[4-fluoro-2-(2-methoxyethoxy) phenyl] thieno[3,2-c]pyridin-4-yl]-3,4-dihydro-1H-isoquinoline-2-carboxylate